((3-(2-Oxo-3-phenylpyrrolidin-1-yl)-5-(trifluoromethyl)phenyl)carbamoyl)(3-(((1R,4R)-4-((2,2,2-trifluoroethyl)amino)-cyclohexyl)methyl)-1,2,3-oxadiazol-3-ium-5-yl)amide O=C1N(CCC1C1=CC=CC=C1)C=1C=C(C=C(C1)C(F)(F)F)NC(=O)[N-]C1=C[N+](=NO1)CC1CCC(CC1)NCC(F)(F)F